Methyl (1S,2S)-2-((3-(4-chlorobenzyl)-4-ethylthio-2,6-dioxo-3,6-dihydro-1,3,5-triazin-1(2H)-yl)methyl)cyclopropan-1-carboxylate ClC1=CC=C(CN2C(N(C(N=C2SCC)=O)C[C@@H]2[C@H](C2)C(=O)OC)=O)C=C1